(3-amino-6-cyclopropylpyrazolo[3,4-b]pyridin-1-yl)-(1,3-benzodioxol-4-yl)methanone NC1=NN(C2=NC(=CC=C21)C2CC2)C(=O)C2=CC=CC=1OCOC12